C1(CC1)CN1C(=CC=2C=CC3=C(C12)NCCO3)C3=NC1=C(N3C)C(=CC(=C1)C=O)F (2-(9-(cyclopropylmethyl)-1,2,3,9-tetrahydro-[1,4]oxazino[2,3-g]indol-8-yl)-7-fluoro-1-methyl-1H-benzo[d]imidazol-5-yl)methanone